2-Chloro-N-(2,2-difluoroethyl)-5-fluoropyrimidin-4-amine ClC1=NC=C(C(=N1)NCC(F)F)F